1-methyl-4-(prop-1-en-2-yl)cyclohex-2-en-1-ol CC1(C=CC(CC1)C(=C)C)O